[F-].C(CC)[N+](C)(CCC)CCC tripropyl-methyl-ammonium fluoride